CN(CCC1=CC=C(OC2=NC(=NC(=C2)C2=C(C=CC=C2C)C)NS(=O)(=O)C=2C=NN(C2)C)C=C1)C N-[4-[4-[2-(dimethylamino)ethyl]phenoxy]-6-(2,6-dimethylphenyl)pyrimidin-2-yl]-1-methyl-pyrazole-4-sulfonamide